CN[Si](NC)(NC)NC tetramethylsilanetetramine